geranylamine C(\C=C(/C)\CCC=C(C)C)N